(S)-4-(tert-butyloxycarbonyl)-4-azaspiro[2.4]heptane-5-carboxylic acid C(C)(C)(C)OC(=O)N1C2(CC2)CC[C@H]1C(=O)O